CC(=CCC1=C(C=CC(=C1O)O)C2=COC3=CC(=CC(=C3C2=O)O)O)C The molecule is a member of the class of 7-hydroxyisoflavones that is 7-hydroxyisoflavone with additional hydroxy groups at positions 5, 3' and 4' and a prenyl group at position 2'. Isolated from the roots of Psorothamnus arborescens, it exhibits antileishmanial activity. It has a role as a metabolite and an antileishmanial agent.